(1-(2,4-difluorophenyl)-4-(6-(piperidin-1-yl)hexyl)-1H-imidazol-2-yl)-3-(1H-pyrazol-4-yl)benzamide FC1=C(C=CC(=C1)F)N1C(=NC(=C1)CCCCCCN1CCCCC1)C1=C(C(=O)N)C=CC=C1C=1C=NNC1